C(C)(C)(C)NC(CN(C)C=1C2=C(N=C(N1)C1=NC=CC(=C1)OCCN1C[C@@H](CC1)F)CCC2)=O.[O].[Th] thorium oxygen N-tert-butyl-2-{[2-(4-{2-[(3R)-3-fluoropyrrolidin-1-yl]ethoxy}pyridin-2-yl)-5H,6H,7H-cyclopenta[d]pyrimidin-4-yl](methyl)amino}acetamide